1-Acetyl-4-(2-(cyclopropanesulfonamido)pyrimidin-4-yl)-N-(5-(6-ethoxypyrazin-2-yl)pyridin-2-yl)piperidine-4-carboxamide C(C)(=O)N1CCC(CC1)(C(=O)NC1=NC=C(C=C1)C1=NC(=CN=C1)OCC)C1=NC(=NC=C1)NS(=O)(=O)C1CC1